2-tert-butoxyethanamine C(C)(C)(C)OCCN